C1(=CC=CC=C1)C1CC(C1)OC(C1=CC=C(C=C1)[N+](=O)[O-])=O 4-Nitrobenzoic acid (1r,3r)-3-phenylcyclobutyl ester